ClC=1C=CC=C2C3=C(NC12)C=1N(CC3)C(C3=C(N1)N=CC=C3)=O 12-chloro-8,13-dihydropyrido[2'',3'':4',5']pyrimido[1',2':1,2]pyrido[3,4-b]indol-5(7H)-one